C(#N)N1C[C@]2(CCC2C1)NC(C1=CC=C(C=C1)C=1C=NC=CC1OC1=CC=C(C=C1)F)=O N-((1R)-3-cyano-3-azabicyclo[3.2.0]heptan-1-yl)-4-(4-(4-fluorophenoxy)pyridin-3-yl)benzamide